FC(C=1OC(=NN1)C1=CC(=CC(=C1)F)C=1N(C=CN1)CC1=CC(=NN1C)C)F 2-(difluoromethyl)-5-(3-{1-[(1,3-dimethyl-1H-pyrazol-5-yl)methyl]-1H-imidazol-2-yl}-5-fluorophenyl)-1,3,4-oxadiazole